C(=CCCCO)O pentene-1,5-diol